C(C)(C)(C)OC(=O)N1CC(C1)(C(N)=O)CN1N=C2C=CC(=CC2=C1)OC[C@@H](C(=O)OC(C)(C)C)ON (S)-3-((5-(2-(aminooxy)-3-(tert-butoxy)-3-oxopropoxy)-2H-indazol-2-yl)methyl)-3-carbamoylazetidine-1-carboxylic acid tert-butyl ester